3-methoxyimidazo[1,5-b]pyridazine COC1=CC=2N(N=C1)C=NC2